Cyclohexyl (5-(2-((5-(2-(aminomethyl)-5-(4-methylthiazol-5-yl)phenoxy)pentyl)amino)benzo[d]thiazol-6-yl)-2-methylpyridin-3-yl)carbamate NCC1=C(OCCCCCNC=2SC3=C(N2)C=CC(=C3)C=3C=C(C(=NC3)C)NC(OC3CCCCC3)=O)C=C(C=C1)C1=C(N=CS1)C